Chromium vanadium calcium aluminum [Al].[Ca].[V].[Cr]